(5aR,5bS,7aS,8S,10aS,10bR)-5a,7a-dimethyl-2-((4-(trifluoromethoxy)phenyl)amino)-5,5a,5b,6,7,7a,8,9,10,10a,10b,11-dodecahydro-4H-cyclopenta[7,8]phenanthro[2,1-d]thiazol-8-yl propionate C(CC)(=O)O[C@H]1CC[C@@H]2[C@@]1(CC[C@@H]1[C@]3(CCC=4N=C(SC4C3=CC[C@@H]21)NC2=CC=C(C=C2)OC(F)(F)F)C)C